Tert-Butyl 3-(1,1-Dicyano-4-Phenylbut-3-Yn-1-Yl)-8-Azabicyclo[3.2.1]Oct-2-Ene-8-Carboxylate C(#N)C(CC#CC1=CC=CC=C1)(C#N)C1=CC2CCC(C1)N2C(=O)OC(C)(C)C